ClC1=C2C=C(N(C2=C(C=C1)Cl)CCNC1=CC(=NC=N1)C=1C=C2C=CNC2=CC1)C 5-{6-[2-(4,7-Dichloro-2-methyl-indol-1-yl)-ethylamino]-pyrimidin-4-yl}-1H-indole